1-((1s,3s)-3-((tert-butyldimethylsilyl)oxy)cyclobutyl)-2-(trifluoromethyl)-1H-imidazo[4,5-b]pyridine [Si](C)(C)(C(C)(C)C)OC1CC(C1)N1C(=NC2=NC=CC=C21)C(F)(F)F